2-[(3-chloro-4-fluorophenyl)-[(2-fluoro-1-methylcyclopropyl)methoxy]methyl]-5-methyl-4-methylsulfonyl-1H-imidazole ClC=1C=C(C=CC1F)C(C=1NC(=C(N1)S(=O)(=O)C)C)OCC1(C(C1)F)C